C(C)OC(=O)C=1N=C2N(C=CC(=C2)Br)C1 7-Bromoimidazo[1,2-a]pyridine-2-carboxylic acid ethyl ester